C(C=C)O[C@H]1[C@@H](O[C@@H]([C@H]1O)CO)N1C=NC=2C(=O)NC(N)=NC12 O-allylguanosine